trans-3-((3,5-dimethylpyridin-2-yl)oxy)-2,2-dimethyl-N-(4-methylpyrrolidin-3-yl)propanamide trifluoroacetate FC(C(=O)O)(F)F.CC=1C(=NC=C(C1)C)OCC(C(=O)N[C@@H]1CNC[C@H]1C)(C)C